O=C1NN(C=C1)C(=O)OC(C)(C)C tert-butyl 2,3-dihydro-3-oxopyrazole-1-carboxylate